S1C(=NC2=C1C=CC=C2)NC(C2=C(C=C(C=C2F)C=C2CCNCC2)F)=O N-(benzo[d]thiazol-2-yl)-2,6-difluoro-4-(piperidin-4-ylidenemethyl)benzamide